(1R,2S,5S)-3-((S)-2-((tert-butoxycarbonyl)amino)-4-hydroxy-3,3-dimethylbutanoyl)-6,6-dimethyl-3-azabicyclo[3.1.0]hexane-2-carboxylic acid C(C)(C)(C)OC(=O)N[C@H](C(=O)N1[C@@H]([C@H]2C([C@H]2C1)(C)C)C(=O)O)C(CO)(C)C